ClC1=C(C=C(CC2=NC=CC(=C2)N2N=C(C=3C(NCCC32)=O)C)C=C1F)F 1-(2-(4-chloro-3,5-difluorobenzyl)pyridin-4-yl)-3-methyl-1,5,6,7-tetrahydro-4H-pyrazolo[4,3-c]pyridin-4-one